C(C1=CC=CC=C1)OC=1C=C(C=C2C=CC(=C(C12)C#C)F)OCOC 8-(benzyloxy)-1-ethynyl-2-fluoro-6-(methoxymethoxy)naphthalene